ClC1=C(C=CC=C1Cl)C=1N=CC=C2C(=C(C=NC12)C(=O)O)N1CCOCC1 8-(2,3-dichlorophenyl)-4-(morpholin-4-yl)-1,7-naphthyridine-3-carboxylic acid